3-(piperazin-1-yl)-8-(1H-pyrazol-4-yl)-5H-chromeno[2,3-c]pyridin-5-one N1(CCNCC1)C1=CC2=C(C=N1)OC1=CC(=CC=C1C2=O)C=2C=NNC2